benzyl (2S)-2-(hydroxymethyl)-2-methyl-pyrrolidine-1-carboxylate OC[C@]1(N(CCC1)C(=O)OCC1=CC=CC=C1)C